4-(5-fluoro-2-methylphenyl)-2,7-dimethyloct-6-enal FC=1C=CC(=C(C1)C(CC(C=O)C)CC=C(C)C)C